C[C@@]1(CNC[C@@]1(C)CO)CO ((3R,4S)-3,4-dimethylpyrrolidine-3,4-diyl)dimethanol